5-{[(3R)-1-(tert-butoxycarbonyl)pyrrolidin-3-yl]oxy}-6-fluoropyridine-2-carboxylic acid C(C)(C)(C)OC(=O)N1C[C@@H](CC1)OC=1C=CC(=NC1F)C(=O)O